FC=1C=C(CCC=2C=C3N(C(N2)=O)C[C@H]2N3CCC2)C=CC1 (S)-3-(3-fluorophenethyl)-7,8,8a,9-tetrahydropyrrolo[1',2':3,4]imidazo[1,2-c]pyrimidin-1(6H)-one